(3aS,4S,6aR)-6-(2-(2-(bis(4-methoxybenzyl)amino)-3-chloro-5-fluoroquinolin-7-yl)ethyl)-2,2-dimethyl-3a,6a-dihydro-4H-cyclopenta[d][1,3]dioxol-4-ol COC1=CC=C(CN(C2=NC3=CC(=CC(=C3C=C2Cl)F)CCC2=C[C@@H]([C@H]3[C@@H]2OC(O3)(C)C)O)CC3=CC=C(C=C3)OC)C=C1